(pyridin-3-ylmethyl)-1H-pyrrolo[2,3-b]pyridine-5-carboxamide N1=CC(=CC=C1)CN1C=CC=2C1=NC=C(C2)C(=O)N